C(C)(C)(C)OCCCCCCC1=CC(C2=CC=CC=C12)[Si](C)(C)C1C=C(C2=CC=CC=C12)CCCCCCOC(C)(C)C bis(3-(6-(tert-butoxy)hexyl)-1H-inden-1-yl)dimethylsilane